CC1=CC=C(C=C1)S(=O)(=O)OCCCOC1=C(C=C(C=C1Cl)B1OC(C(O1)(C)C)(C)C)Cl (2,6-dichloro-4-(4,4,5,5-tetramethyl-1,3,2-dioxaborolan-2-yl)phenoxy)propyl 4-methylbenzenesulfonate